NC1=NC=CC=2N1C(=NC2C2CN(CC2)CC#CC)C2=CC(=C(C(=O)NC1=NC=CC(=C1)C1CC1)C=C2)F 4-(5-amino-1-(1-(but-2-ynyl)pyrrolidin-3-yl)imidazo[1,5-c]Pyrimidin-3-yl)-N-(4-cyclopropylpyridin-2-yl)-2-fluorobenzamide